6-fluoro-7-iodo-[1,2,4]triazolo[1,5-a]pyridine FC=1C(=CC=2N(C1)N=CN2)I